tert-butyl (2R,4S)-4-(7-bromo-4-oxoquinazolin-3(4H)-yl)-2-methylpiperidine-1-carboxylate BrC1=CC=C2C(N(C=NC2=C1)[C@@H]1C[C@H](N(CC1)C(=O)OC(C)(C)C)C)=O